ClC=1C=C(C=CC1)N1C(SC(=C1C=1C=C(C(=O)NCCCCC2=CC=CC=C2)C=CC1)C)=O 3-(3-(3-chlorophenyl)-5-methyl-4-thiazolinonyl)-N-(4-phenylbutyl)benzamide